O=C1NC(CCC1N1C(C2=C(C=CC(=C2C1=O)F)SCCCCCCCN[C@@H]1[C@@]2(CC[C@H](C1)C2(C)C)C)=O)=O 2-(2,6-dioxopiperidin-3-yl)-4-fluoro-7-((7-(((1R,2S,4R)-1,7,7-trimethylbicyclo[2.2.1]heptan-2-yl)amino)heptyl)thio)isoindoline-1,3-dione